N-(1,1,1-trifluoro-2-methylpropan-2-yl)pyrido[3,4-d]Pyrimidin-4-amine FC(C(C)(C)NC=1C2=C(N=CN1)C=NC=C2)(F)F